C(C)(C)(C)OC(=O)N[C@H](CC1=CN(C2=CC=CC=C12)C)C(=O)OCC1OC(OC1)(C)C (2,2-dimethyl-1,3-dioxolan-4-yl)methyl N-(tert-butoxycarbonyl)-1-methyl-D-tryptophanate